[(4R)-4-ethyl-1-[(1R)-3-methoxy-1-[(1R,2R)-2-[[(4S)-2,2,6-trimethylchroman-4-yl]carbamoyl]cyclopropyl]propyl]-4-methyl-6-oxo-hexahydropyrimidin-2-ylidene]ammonium C(C)[C@]1(NC(N(C(C1)=O)[C@H](CCOC)[C@H]1[C@@H](C1)C(N[C@H]1CC(OC2=CC=C(C=C12)C)(C)C)=O)=[NH2+])C